[N+](=O)([O-])C1=CC=C(C=2C1=N[Se]N2)NCCOCCOCCNC(=O)C(CC)(CC)C=2C(=NC=CC2)C(=O)N (3-((2-(2-(2-((7-nitrobenzo[c][1,2,5]selenadiazol-4-yl)amino)ethoxy)ethoxy)ethyl)carbamoyl)pentan-3-yl)picolinamide